N-[4-[6-[[(2R)-6-(cyclohexylmethyl)-6-azaspiro[2.5]octan-2-yl]methylamino]pyridazin-3-yl]phenyl]acetamide C1(CCCCC1)CN1CCC2([C@@H](C2)CNC2=CC=C(N=N2)C2=CC=C(C=C2)NC(C)=O)CC1